C(C)C=1C(=CC=C2C=C(C=C(C12)C1=C(C=C2C(=NC(=NC2=C1F)OC[C@]12CCCN2C[C@@H](C1)F)N1CCC(CCC1)C(=O)O)F)O)F 1-(7-(8-ethyl-7-fluoro-3-hydroxynaphthalen-1-yl)-6,8-difluoro-2-(((2R,7aS)-2-fluorotetrahydro-1H-pyrrolizin-7a(5H)-yl)methoxy)quinazolin-4-yl)azepane-4-carboxylic acid